2-(3-(3-(4-ethylphenyl)propyl)benzyl)imidazolidin-4-one C(C)C1=CC=C(C=C1)CCCC=1C=C(CC2NCC(N2)=O)C=CC1